N-ethyl-N-[2-(2-methoxyethoxy)ethyl]-N,N-dimethylammonium methyl-carbonate COC([O-])=O.C(C)[N+](C)(C)CCOCCOC